(S)-N-(5-chloro-6-(2H-1,2,3-triazol-2-yl)pyridin-3-yl)-1-(7-(3-hydroxypyrrolidin-1-yl)thieno[2,3-c]pyridin-4-yl)-5-(trifluoromethyl)-1H-pyrazole-4-carboxamide ClC=1C=C(C=NC1N1N=CC=N1)NC(=O)C=1C=NN(C1C(F)(F)F)C1=C2C(=C(N=C1)N1C[C@H](CC1)O)SC=C2